ClC1=C(C=CC=C1)N1C=2N(C3=C(C1=O)C=NC(=N3)NC3=CC=C(C=C3)N3CCN(CC3)C)C(=CN2)C 6-(2-chlorophenyl)-9-methyl-2-{[4-(4-methylpiperazin-1-yl)phenyl]amino}imidazo[1,2-a]pyrimido[5,4-e]pyrimidin-5(6H)-one